CC1=C(C=CC(=C1)C)NC(C(=C(C)NC)C(C)=O)=O N-(2',4'-dimethylphenyl)-2-acetyl-3-methylamino-2-butenamide